C1(CC1)C=1N(CC2=CC3=C(C=C2C1)CC(C3)C=3C=NC=CC3)CC(C)(C)F 3-cyclopropyl-N-(2-fluoro-2-methylpropyl)-7-pyridin-3-yl-7,8-dihydro-6H-cyclopenta[g]isoquinoline